N-capryloyl-glycine C(CCCCCCC)(=O)NCC(=O)O